N1CNC2=C1C=CC=C2C(=O)N 2,3-dihydro-1H-benzo[d]imidazole-4-carboxamide